C(CCCCCCCCCCCCCCCCC)C(C(=O)O)=C.C(C=C)(=O)OCCCCCCCCCCCCCCCCCC stearyl acrylate (octadecyl acrylate)